((1-(3,5-difluorophenyl)-4-hydroxybutyl)carbamoyl)-3-hydroxyazetidine-1-carboxylic acid tert-butyl ester C(C)(C)(C)OC(=O)N1C(C(C1)O)C(NC(CCCO)C1=CC(=CC(=C1)F)F)=O